C1(CC1)C1=NOC(=C1)C(=O)NC[C@H]1C[C@H](CC1)NC1=NC=C(C=C1)N1N=CC=CC1=O 3-cyclopropyl-N-[[(1R,3S)-3-[[5-(6-oxopyridazin-1-yl)-2-pyridyl]amino]cyclopentyl]methyl]isoxazole-5-carboxamide